C(C)(C)(C)OC(=O)COC1=C(C2=CC=CC=C2C=C1)[S+](C1=CC=CC=C1)C1=CC=CC=C1 (t-butoxycarbonylmethoxynaphthyl)-diphenylsulfonium